COC(=O)C1=CC=C(C=C1)B(O)O 4-((methoxy)carbonyl)phenylboronic acid